CC1=NNC(O1)CC(=O)[O-].[K+] potassium 2-(5-methyl-2,3-dihydro-1,3,4-oxadiazol-2-yl)acetate